C1=CSC=C2N1C1=CC=CC=C1CC2 5,6-dihydro[1,4]thiazino[4,3-a]quinoline